Cl.COC([C@@H](NC(=S)N1C=CC2=C1N=CN=C2N(C)[C@H]2CN(CC[C@H]2C)C(CC#N)=O)CCCCN)=O (4-(((3R,4R)-1-(2-cyanoacetyl)-4-methylpiperidin-3-yl)(methyl)amino)-7H-pyrrolo[2,3-d]pyrimidine-7-thiocarbonyl)-L-lysine methyl ester hydrochloride